2-(4-(4-chloro-7-(4-fluorophenyl)-7H-pyrrolo[2,3-d]pyrimidin-5-yl)-1H-pyrazol-1-yl)ethan-1-ol ClC=1C2=C(N=CN1)N(C=C2C=2C=NN(C2)CCO)C2=CC=C(C=C2)F